CC1=C(C=C(C=C1)NC(C1=NC=CC(=C1)C(F)(F)F)=O)NC1=NC=CC=C1C1=C2N=C(N(C2=NC=N1)C1OCCCC1)OCCOC1OCCCC1 N-(4-methyl-3-((3-(9-(tetrahydro-2H-pyran-2-yl)-8-(2-((tetrahydro-2H-pyran-2-yl)oxy)ethoxy)-9H-purin-6-yl)pyridin-2-yl)amino)phenyl)-4-(trifluoromethyl)-picolinamide